2-aminoethen-1-ol NC=CO